[Br-].[CH3+] carbenium bromide